C(C)(=O)C1=CC=C(C=C1)S(=O)(=O)NC=1C=CC=C2C=CC(=NC12)CN(C)C 4-Acetyl-N-(2-((dimethylamino)methyl)quinolin-8-yl)benzenesulfonamide